tert-butyl N-[2-(ethylamino)ethyl]carbamate C(C)NCCNC(OC(C)(C)C)=O